2,3-bis[[(E)-3-(4-hydroxyphenyl)prop-2-enoyl]oxy]pentanedioic acid OC1=CC=C(C=C1)/C=C/C(=O)OC(C(=O)O)C(CC(=O)O)OC(\C=C\C1=CC=C(C=C1)O)=O